(5-fluoro-6-methylpyridin-2-yl)-2,5-dihydro-1H-pyrrole-1-carboxylic acid tert-butyl ester C(C)(C)(C)OC(=O)N1C(C=CC1)C1=NC(=C(C=C1)F)C